CN1N=C(C=C1S(=O)(=O)N1CCC2(C[C@@H](CO2)N2CCOCC2)CC1)C(F)(F)F (S)-8-((1-methyl-3-(trifluoromethyl)-1H-pyrazol-5-yl)sulfonyl)-3-morpholino-1-oxa-8-azaspiro[4.5]decane